BrC=1C(=NN(C1)C)OC 4-bromo-3-methoxy-1-methyl-1H-pyrazole